C(C)(C)(C)N1CCCC1 (R)-tert-butyl-pyrrolidin